7-amino-3-(2,6-difluoro-3,5-dimethoxyphenyl)-1-(2-fluorophenyl)-8-methyl-3,4-dihydropyrido[4,3-d]pyrimidin-2(1H)-one NC1=C(C=2N(C(N(CC2C=N1)C1=C(C(=CC(=C1F)OC)OC)F)=O)C1=C(C=CC=C1)F)C